C(C)(C)(C)C1=C(N=C(S1)NC(=O)C1CC(C1)NC1=NC=CC2=CC=C(C=C12)C1=NOC(=N1)C)C (1s,3s)-N-(5-(tert-butyl)-4-methylthiazol-2-yl)-3-((7-(5-methyl-1,2,4-oxadiazol-3-yl)isoquinolin-1-yl)amino)cyclobutane-1-carboxamide